(1S,3R)-3-AMINOMETHYL-CYCLOPENTANECARBOXYLIC ACID NC[C@H]1C[C@H](CC1)C(=O)O